COC1CCC(CC1)C1=NN(C(=C1NS(=O)(=O)C1=CC=C(C=C1)C)C(=O)O)C 3-((1s,4s)-4-methoxycyclohexyl)-1-methyl-4-((4-methylphenyl)sulfonamido)-1H-pyrazole-5-carboxylic acid